6-(2-(dimethylamino)ethyl)-N'-((1,2,3,5,6,7-hexahydro-s-indacen-4-yl)carbamoyl)-6,7-dihydro-5H-pyrazolo[5,1-b][1,3]oxazine-3-sulfonimidamide CN(CCC1CN2C(OC1)=C(C=N2)S(=O)(N)=NC(NC2=C1CCCC1=CC=1CCCC21)=O)C